N1=C(C=CC=C1)C=1C=NC(=NC1)NC1=CC(=CC=C1)C1=NC2=C(N1)C=C(C=C2)C(F)(F)F 5-(2-pyridyl)-N-[3-[6-(trifluoromethyl)-1H-benzo[d]imidazol-2-yl]phenyl]pyrimidin-2-amine